(E)-1-(4-Decoxyphenyl)-3-(4-hydroxyphenyl)prop-2-en-1-one C(CCCCCCCCC)OC1=CC=C(C=C1)C(\C=C\C1=CC=C(C=C1)O)=O